NC(CC(=O)O)CCN β,δ-diaminopentanoic acid